C(C1=CC=CC=C1)OC(=O)N1C2=C(CC[C@@H](C1)NC(=O)OCC1=CC=CC=C1)N(N=C2)C (S)-6-(((benzyloxy)carbonyl)amino)-1-methyl-5,6,7,8-tetrahydropyrazolo[4,3-b]azepine-4(1H)-carboxylic acid benzyl ester